9,9',9''-(4-(3-(2,6-diphenylpyrimidin-4-yl)phenyl)pyridine-2,3,6-triyl)tris(4,5-dimethyl-9H-carbazole) C1(=CC=CC=C1)C1=NC(=CC(=N1)C=1C=C(C=CC1)C1=C(C(=NC(=C1)N1C2=CC=CC(=C2C=2C(=CC=CC12)C)C)N1C2=CC=CC(=C2C=2C(=CC=CC12)C)C)N1C2=CC=CC(=C2C=2C(=CC=CC12)C)C)C1=CC=CC=C1